2,6-dibromo-3,5-difluoro-4-methylbenzyl (1R)-trans-3-[(E)-(2-methoxycarbonyl-1-propenyl)]-2,2-dimethylcyclopropanecarboxylate COC(=O)/C(=C/[C@H]1C([C@@H]1C(=O)OCC1=C(C(=C(C(=C1Br)F)C)F)Br)(C)C)/C